BrC=1C(=NC(=NC1)NC1=CC(=C(C=C1OC)N1CCN(CC1)C(=O)OC(C)(C)C)C=1C=NNC1)NC1=C(C=C(C=C1)O)NS(=O)(=O)CC tert-Butyl 4-(4-((5-bromo-4-((4-hydroxy-2-(N-methylmethanesulfonylamino)phenyl)amino)pyrimidin-2-yl)amino)-5-methoxy-2-(1H-pyrazol-4-yl)phenyl)piperazine-1-carboxylate